FC1=CC=C(C=C1)N1C[C@H]2CN(C[C@@H]2C1)C(=O)OC(C)(C)C tert-butyl (3aS,6aS)-2-(4-fluorophenyl)-1,3,3a,4,6,6a-hexahydropyrrolo[3,4-c]pyrrole-5-carboxylate